CN1C(N(C=2N=CN(C2C1=O)CC1=CC=C(C=C1)SC)C)=O 1,3-dimethyl-7-{[4-(methylthio)phenyl]methyl}-2,3,6,7-tetrahydro-1H-purine-2,6-dione